CC(C(N1CCOCC1)C1=CC=C(C=C1)SC)C 2-methyl-1-[4-(methylthio)phenyl]-1-morpholinopropane